C[C@@H](C(=O)O)OC(=O)C(C)O Lactoyllactic acid